1-(tert-butyl) 3-methyl 5-((tert-butyldimethylsilyl)oxy)-2-oxopiperidine-1,3-dicarboxylate [Si](C)(C)(C(C)(C)C)OC1CC(C(N(C1)C(=O)OC(C)(C)C)=O)C(=O)OC